N-(5-Fluoropyrimidin-2-yl)-7,8-dihydro-6H-cyclopenta[e][1,2,4]triazolo[4,3-a]pyridine-4-carboxamide FC=1C=NC(=NC1)NC(=O)C=1C=2N(C3=C(C1)CCC3)C=NN2